6-[3-chloro-4-(cyclopropylmethoxy)phenyl]-N-[(2-isopropoxy-3-pyridyl)methyl]pyridazine-4-carboxamide ClC=1C=C(C=CC1OCC1CC1)C1=CC(=CN=N1)C(=O)NCC=1C(=NC=CC1)OC(C)C